tert-butyl-(3-methylbut-3-enoxy)-diphenyl-silane C(C)(C)(C)[Si](C1=CC=CC=C1)(C1=CC=CC=C1)OCCC(=C)C